2,3,4-Trihydroxy-N-((1S,3R)-3-(methoxycarbamoyl)cyclopentyl)benzamide OC1=C(C(=O)N[C@@H]2C[C@@H](CC2)C(NOC)=O)C=CC(=C1O)O